C1(CC1)C=1N=CC=2N(C1)C(=CN2)C2=NC=CC(=N2)N2CC(OCC2)C=2C=NNC2 4-(2-(6-Cyclopropylimidazo[1,2-a]pyrazin-3-yl)pyrimidin-4-yl)-2-(1H-pyrazol-4-yl)morpholine